4-(3-chlorophenyl-amino)-5,6-dimethyl-7H-pyrrolo[2,3-d]pyrimidine methanesulfonate CS(=O)(=O)O.ClC=1C=C(C=CC1)NC=1C2=C(N=CN1)NC(=C2C)C